[Na+].[Na+].N[C@H](C)C(=O)N[C@H](C)C(=O)N1CC(C1)OC1=C(C=2O[B-](CCC2C=C1)(O)O)C(=O)O.N[C@H](C)C(=O)N[C@H](C)C(=O)N1CC(C1)OC1=C(C=2O[B-](CCC2C=C1)(O)O)C(=O)O 8-{[1-(D-alanyl-D-alanyl)azetidin-3-yl]oxy}-4,4-dihydroxy-5-oxa-4-boranuidabicyclo[4.4.0]deca-1(6),7,9-triene-7-carboxylic acid disodium salt